((3-fluoro-4-methoxybenzyl)oxy)-4-((4-methoxybenzyl)oxy)-5-(4-(trifluoromethyl)-1H-pyrrol-2-yl)pyridine FC=1C=C(COC2=NC=C(C(=C2)OCC2=CC=C(C=C2)OC)C=2NC=C(C2)C(F)(F)F)C=CC1OC